C(CCC(=O)OCCSC(C(=C)C)=O)(=O)OCCSC(C(=C)C)=O bis[2-[(2-methyl-propenoyl) thio] ethyl] succinate